bis-(dimethylthiocarbamoyl) disulfide CN(C(=S)SSC(N(C)C)=S)C